tert-butyl N-[2-[4-[2-[2-[2-(benzyloxycarbonylamino)ethoxy]ethoxy]ethoxy]-3-methoxy-phenyl]ethyl]-N-[[4-[(6-chloro-3-pyridyl)methoxy]-3-methoxy-phenyl]methyl]carbamate C(C1=CC=CC=C1)OC(=O)NCCOCCOCCOC1=C(C=C(C=C1)CCN(C(OC(C)(C)C)=O)CC1=CC(=C(C=C1)OCC=1C=NC(=CC1)Cl)OC)OC